ON=C1C(N(CC1)C=1C=NC=CC1)=O 3-(hydroxyimino)-1-(pyridin-3-yl)pyrrolidin-2-one